FC1CN(CCC1)C1=NC=CC(=N1)NC1CC2(CC(C2)OC2=C(C(=O)N)C=CC=N2)C1 2-(((2S,4s,6S)-6-((2-(3-fluoropiperidin-1-yl)pyrimidin-4-yl)amino)spiro[3.3]heptan-2-yl)oxy)nicotinamide